C(C=C)(=O)N1CN(CN(C1)C(C=C)=O)C(C=C)=O 1,3,5-triacryloylhexahydro-S-triazine